(2S)-3-(2-bromo-5-iodophenyl)-2-(9H-fluoren-9-ylmethoxycarbonylamino)propionic acid BrC1=C(C=C(C=C1)I)C[C@@H](C(=O)O)NC(=O)OCC1C2=CC=CC=C2C=2C=CC=CC12